Cl.C1=CC2(C3=NC=4C=CC=CC4C(N31)=O)CCC2 spiro[cyclobutane-1,3'-pyrrolo[2,1-b]quinazolin]-9'-one, hydrochloride